(R)-2-(2-amino-3-phenylpropoxy)-4-methoxynicotinic acid phenylmethyl ester hydrochloride Cl.C1(=CC=CC=C1)COC(C1=C(N=CC=C1OC)OC[C@@H](CC1=CC=CC=C1)N)=O